C(C)OC(=O)C1CCN(CC1)C1=NC(=C(N=C1)I)CCC(F)(F)F.N1C(=CC2=CC=CC=C12)CN1CCC(CC1)C=1C=C2CN(C(C2=CC1)=O)C1C(NC(CC1)=O)=O 3-(5-(1-((1H-indol-2-yl)methyl)piperidin-4-yl)-1-oxoisoindolin-2-yl)piperidine-2,6-dione ethyl-1-(5-iodo-6-(3,3,3-trifluoropropyl)pyrazin-2-yl)piperidine-4-carboxylate